CC(CCOC=1C=C(C=C(C1)F)C1=C(N=C(S1)NS(=O)(=O)C1=NC(=CC=C1)F)C1=C(C=CC=C1C)C)(C)C N-[5-[3-(3,3-dimethylbutoxy)-5-fluoro-phenyl]-4-(2,6-dimethylphenyl)thiazol-2-yl]-6-fluoro-pyridine-2-sulfonamide